Thioguanin N1C(N)=NC=2N=CNC2C1=S